(R)-2-cyclopropyl-4-((1-(3-(1,1-difluoro-2-hydroxy-2-methylpropyl)-2-fluorophenyl)ethyl)amino)-6,6,8-trimethyl-6,8-dihydro-7H-pyrrolo[3,2-g]quinazolin-7-one C1(CC1)C1=NC2=CC3=C(C=C2C(=N1)N[C@H](C)C1=C(C(=CC=C1)C(C(C)(C)O)(F)F)F)C(C(N3C)=O)(C)C